4-{[(2-methylpropan-2-yl)oxy]carbonyl}-1,4-oxazepane-2-carboxylic acid CC(C)(C)OC(=O)N1CC(OCCC1)C(=O)O